Ethyl trans-4-hydroxy-cyclohexanecarboxylate O[C@@H]1CC[C@H](CC1)C(=O)OCC